NC1=NC=C(C(=N1)OC1=CC(=C(C=C1)NC(=O)C=1C(N(C=CC1)C1=CC=C(C=C1)F)=O)F)Cl N-(4-((2-amino-5-chloropyrimidin-4-yl)oxy)-2-fluorophenyl)-1-(4-fluorophenyl)-2-oxo-1,2-dihydropyridine-3-carboxamide